ClC1=CC2=C(N=C(O2)C2CCN(CC2)C2=C(C(N(C3=CC=C(C=C23)C)C)=O)C#N)C=C1 4-[4-(6-chloro-1,3-benzoxazol-2-yl)piperidin-1-yl]-1,6-dimethyl-2-oxo-1,2-dihydroquinoline-3-carbonitrile